pentamethyl-2,5,6,7-tetrahydroinden-4-one CC1C(C2=C(C(C(=C2CC1)C)(C)C)C)=O